C(C=CC1=CC=CC=C1)=NO Cinnamaldehyde oxime